1-chloro-6-bromonaphthalene ClC1=CC=CC2=CC(=CC=C12)Br